(6-Amino-4-((2-methoxyphenyl)amino)pyridin-2-yl)(4-phenylpiperazin-1-yl)methanone NC1=CC(=CC(=N1)C(=O)N1CCN(CC1)C1=CC=CC=C1)NC1=C(C=CC=C1)OC